ClC=1C=C(C=C(C1)Cl)C1(CC(=NO1)NC=1C(=C(C(=O)OC)C(=CC1)F)F)C(F)(F)F methyl 3-[[5-(3,5-dichlorophenyl)-5-(trifluoromethyl)-4H-isoxazol-3-yl]amino]-2,6-difluoro-benzoate